C(=CCC)CSCC=CCC 1-butenyl-methyl sulfide